[N+](=O)([O-])C1=CC=C(O1)CN1CCN(CC1)C(=O)C1=CC=CC=C1 {4-[(5-nitrofuran-2-yl)methyl]piperazin-1-yl}(phenyl)methanone